C(C)(=O)OCOC1=C(C(N(N=C1Cl)C)=O)C1=C(C=CC2=CC=C(C=C12)C)C 5-[(Acetyloxy)methoxy]-6-chloro-4-(2,7-dimethyl-1-naphthalenyl)-2-methyl-3(2H)-pyridazinone